C(C)(C)(C)OC(=O)N1CC=2C=CC(=NC2C(C1)OC(C)=O)Cl 8-Acetyloxy-2-chloro-7,8-dihydro-1,6-naphthyridine-6(5H)-carboxylic acid tert-butyl ester